N-((5-(benzyloxy)-1-(4-(trifluoromethyl)phenyl)-1H-indazol-3-yl)methyl)-2,2,2-trifluoroacetamide C(C1=CC=CC=C1)OC=1C=C2C(=NN(C2=CC1)C1=CC=C(C=C1)C(F)(F)F)CNC(C(F)(F)F)=O